fluorodisiloxane F[SiH2]O[SiH3]